8-((2-hydroxybenzoyl)amino)octanoic acid OC1=C(C(=O)NCCCCCCCC(=O)O)C=CC=C1